5-(cyclopropylmethylsulfinyl)furan-2-carboxylic acid C1(CC1)CS(=O)C1=CC=C(O1)C(=O)O